[Sb].[Ce] cerium-antimony